ethyl 4-[3-hydroxy-3-(m-tolyl)but-1-ynyl]-2,6-dimethyl-7-oxo-1H-pyrrolo[2,3-c]pyridine-3-carboxylate OC(C#CC=1C2=C(C(N(C1)C)=O)NC(=C2C(=O)OCC)C)(C)C=2C=C(C=CC2)C